4-ethyl-4-methylpiperidine-2,6-dione C(C)C1(CC(NC(C1)=O)=O)C